C1(=CC=C(C=C1)C(CCCO)=C)C 4-(p-tolyl)pent-4-enol